N=C(NC(C1=CC=CC=C1)=O)N1CCN(CC1)C N-[imino(4-methylpiperazin-1-yl)methyl]benzamide